(2-oxo-1,2-dihydrobenzo[cd]indol-6-yl)-5-trifluoromethyl-N-(5-trifluoromethyl-6-(4-trifluoromethyl-2H-1,2,3-triazol-2-yl)pyridin-3-yl)-1H-pyrazole-4-carboxamide O=C1NC2=CC=C(C=3C2=C1C=CC3)N3N=CC(=C3C(F)(F)F)C(=O)NC=3C=NC(=C(C3)C(F)(F)F)N3N=CC(=N3)C(F)(F)F